C(C)(=O)NCC[C@@H](C(=O)O)N (2S)-4-acetamido-2-aminobutyric acid